C(=O)([15NH2])[15NH2] urea-15N2